BrCC(=O)C=1N=C(N2C1C=NC(=C2)C)C(=O)OCC ethyl 1-(2-bromoacetyl)-6-methylimidazo[1,5-a]pyrazine-3-carboxylate